O=C1OC(CN1C1=NC2=C(OCC(N2)=O)N=C1)CCNCC1CC=2C=C(C=C(C2C1)C#N)OCC1=NNC=C1 2-[[2-[2-oxo-3-(3-oxo-4H-pyrazino[2,3-b][1,4]oxazin-6-yl)-1,3-oxazolidin-5-yl]ethylamino]methyl]-6-(1H-pyrazol-3-ylmethoxy)-2,3-dihydro-1H-indene-4-carbonitrile